5-Bromo-2-(bromomethyl)pyrimidine BrC=1C=NC(=NC1)CBr